N-(3-chloro-5-(methylsulfonyl)phenyl)-1-(5-fluoro-3-methoxypyridin-2-yl)-5-methyl-1H-pyrrole-3-carboxamide ClC=1C=C(C=C(C1)S(=O)(=O)C)NC(=O)C1=CN(C(=C1)C)C1=NC=C(C=C1OC)F